1-(5-fluoro-1,3-benzothiazol-2-yl)-1-hexyl-hydrazine FC=1C=CC2=C(N=C(S2)N(N)CCCCCC)C1